1,4-bis(hydroxymethoxy)cyclohexane OCOC1CCC(CC1)OCO